racemic-tert-butyl (cis-2-hydroxycyclobutyl)carbamate O[C@@H]1[C@@H](CC1)NC(OC(C)(C)C)=O |r|